5-chloro-N-ethyl-2-((4-(7-(((1s,4s)-4-(ethylsulfonamido)-1-hydroxycyclohexyl)methyl)-2,7-diazaspiro[3.5]nonan-2-yl)pyrimidin-5-yl)oxy)-N-isopropylbenzamide ClC=1C=CC(=C(C(=O)N(C(C)C)CC)C1)OC=1C(=NC=NC1)N1CC2(C1)CCN(CC2)CC2(CCC(CC2)NS(=O)(=O)CC)O